benzyl-4,4-difluoro-2,5-dimethyl-piperidine-1-carboxylate C(C1=CC=CC=C1)OC(=O)N1C(CC(C(C1)C)(F)F)C